N[C@H](C(=O)OC)CS methyl (R)-2-amino-3-mercaptopropionate